1-((4-(5-(4-isopropoxyphenyl)-1,2,4-oxadiazol-3-yl)naphthalen-1-yl)methyl)azetidine-3-carboxylic acid C(C)(C)OC1=CC=C(C=C1)C1=NC(=NO1)C1=CC=C(C2=CC=CC=C12)CN1CC(C1)C(=O)O